C1CC2=NC1=CC3=CC=C(N3)C=C4CCC(=N4)C=C5C=CC(=C2)N5 The molecule is a tetrapyrrole fundamental parent that consists of two pyrrole and two reduced pyrrole units connected by methine linkages, where the two reduced pyrroles are located diagonally opposite one another. It is a tetrapyrrole fundamental parent and a member of bacteriochlorins.